2-((4-methylquinolin-2-yl)methoxy)acetonitrile CC1=CC(=NC2=CC=CC=C12)COCC#N